Cl.NC(C(=O)O)CC1=NC=C(C=C1)Cl 2-amino-3-(5-chloropyridin-2-yl)propanoic acid hydrochloride